Alpha-(2-chlorobenzenesulfonyloxyimino)-4-methoxyphenylacetonitrile ClC1=C(C=CC=C1)S(=O)(=O)ON=C(C#N)C1=CC=C(C=C1)OC